IC1=CC(=NC(=C1)N1CCOCC1)N[C@@H](C(=O)NC)C (2R)-2-{[4-iodo-6-(morpholin-4-yl)pyridin-2-yl]amino}-N-methylpropanamide